(2S,4R)-N-[(S) or (R)-(2-aminopyridin-4-yl)[3-fluoro-4-(propan-2-yl)phenyl]methyl]-4-fluoro-1-[2-(1H-1,2,3-triazol-5-yl)acetyl]pyrrolidine-2-carboxamide NC1=NC=CC(=C1)[C@H](NC(=O)[C@H]1N(C[C@@H](C1)F)C(CC1=CN=NN1)=O)C1=CC(=C(C=C1)C(C)C)F |o1:7|